(2S)-3,3,3-trifluoropropane-1,2-diamine dihydrochloride Cl.Cl.FC([C@H](CN)N)(F)F